ammonium anthracene formate C(=O)[O-].C1=CC=CC2=CC3=CC=CC=C3C=C12.[NH4+]